N1C[C@@H](CCC1)N1N=CC(=C1)C=1C=C(C=2N(C1)N=CC2C#N)SC2=NC=CC=C2 6-[1-[(3R)-3-Piperidyl]pyrazol-4-yl]-4-(2-pyridylsulfanyl)pyrazolo[1,5-a]pyridine-3-carbonitrile